2-chloro-5-fluoro-N-propylpyrimidin-4-amine ClC1=NC=C(C(=N1)NCCC)F